C(CCC)[Si](OC)(OC)OC n-Butyl-trimethoxysilan